N-[4-(difluoromethoxy)-2,5-difluorophenyl]-4-(thiophen-2-ylmethyl)-1H-pyrrole-3-sulfonamide FC(OC1=CC(=C(C=C1F)NS(=O)(=O)C1=CNC=C1CC=1SC=CC1)F)F